(R)-3-(1-aminoprop-2-yn-1-yl)-2-fluorobenzonitrile hydrochloride Cl.N[C@H](C#C)C=1C(=C(C#N)C=CC1)F